C(C)OC(N(C)CCN(C)C(=O)N1C(N(C2=NC(=NC(=C12)N)NS(=O)(=O)CCC)CC1=CC=CC=C1)=O)=O N-[2-[[6-amino-9-benzyl-8-oxo-2-(propylsulfonylamino)purine-7-carbonyl]-methyl-amino]ethyl]-N-methyl-carbamic acid ethyl ester